OC1=C2C3=C(C(OC2=CC=C1)=O)C=CC=C3 hydroxy-6H-benzo[c]chromen-6-one